FC(OC1=C(C=C(C=C1)SC(F)F)C1=NN(C=C1NC(=O)C=1C=NN2C1N=CC=C2)C)F N-[3-[2-(difluoromethoxy)-5-[(difluoromethyl)sulfanyl]phenyl]-1-methyl-1H-pyrazol-4-yl]pyrazolo[1,5-a]pyrimidine-3-carboxamide